ClC=1C=C2C(=CNC2=CC1)C=1C=C2C(=NC1)NCC21CC1 5'-(5-Chloro-1H-indol-3-yl)-1',2'-dihydrospiro[cyclopropane-1,3'-pyrrolo[2,3-b]pyridine]